ClC=1C(=NC(=CC1)N1C=NN=C1)C(=O)NC1=CC=C(C=C1)Cl 3-chloro-N-(4-chlorophenyl)-6-(4H-1,2,4-triazol-4-yl)picolinamide